Methyl (S)-3-((1R,3R)-1-(6-fluoro-2-methyl-3-(2-((methylsulfonyl)oxy)ethoxy)phenyl)-3-methyl-1,3,4,9-tetrahydro-2H-pyrido[3,4-b]indol-2-yl)-2-methylpropanoate FC1=CC=C(C(=C1[C@H]1N([C@@H](CC2=C1NC1=CC=CC=C21)C)C[C@@H](C(=O)OC)C)C)OCCOS(=O)(=O)C